2-[2-[[6-[3-(dimethylamino)propyl]-1,3-benzothiazol-2-yl]methylcarbamoyl]indan-2-yl]acetic acid tert-butyl ester C(C)(C)(C)OC(CC1(CC2=CC=CC=C2C1)C(NCC=1SC2=C(N1)C=CC(=C2)CCCN(C)C)=O)=O